t-hexyl pivalate C(C(C)(C)C)(=O)OC(C)(C)CCC